6-(difluoromethyl)pyridine FC(C1=CC=CC=N1)F